2-bromo-7-(4-fluorophenyl)-N-(1H-indazol-5-yl)-5-methyl-4,7-dihydropyrazolo[1,5-a]pyrimidine-6-carboxamide BrC1=NN2C(NC(=C(C2C2=CC=C(C=C2)F)C(=O)NC=2C=C3C=NNC3=CC2)C)=C1